C(CCC)OCCOC(C=C)=O acrylic acid 2-butoxyethyl ester